CC1=NC2=C(C=CC=C2C=C1)O.CC1=NC2=C(C=CC=C2C=C1)O.CC1=NC2=C(C=CC=C2C=C1)O.[Al] aluminum tris(2-methyl-8-hydroxyquinoline)